(R)-N-((R)-3-cyanotetrahydrofuran-3-yl)-3-(5-(difluoromethoxy)pyridin-3-yl)-1-(5-fluoropyridin-2-yl)-4,5,6,7-tetrahydro-1H-indazole-6-carboxamide C(#N)[C@]1(COCC1)NC(=O)[C@@H]1CCC=2C(=NN(C2C1)C1=NC=C(C=C1)F)C=1C=NC=C(C1)OC(F)F